6-methoxy-7-(4,4,5,5-tetramethyl-1,3,2-dioxaborolan-2-yl)isoquinoline COC=1C=C2C=CN=CC2=CC1B1OC(C(O1)(C)C)(C)C